ClC=1N=C(C=2C(N1)=C(NN2)C(C)C)Cl 5,7-dichloro-3-isopropyl-2H-pyrazolo[4,3-d]pyrimidine